C(=O)C1=CC=C2C(=C1)COC21CN(C1)C(=O)OC(C)(C)C tert-butyl 6-formylspiro[1H-isobenzofuran-3,3'-azetidine]-1'-carboxylate